CC1=NC=CC=C1C(C(=O)N)C1=NC=CC(=C1)C(F)(F)F 2-(2-methylpyridin-3-yl)-2-(4-(trifluoromethyl)pyridin-2-yl)acetamide